CN1N=CC(=C1)C=1C=C2CCCNC2=CC1 6-(1-methylpyrazol-4-yl)-3,4-dihydro-2H-quinoline